FC(C1=CC=C(C=C1)N1CCC(CC1)CN1C=CC2=CC(=CC=C12)N)(F)F ((1-(4-(trifluoromethyl)phenyl)piperidin-4-yl)methyl)-1H-indol-5-amine